1-([1,1':3',1''-terphenyl]-5'-yl)-9-chlorodibenzo[b,d]furan C1(=CC=CC=C1)C1=CC(=CC(=C1)C1=CC=CC=2OC3=C(C21)C(=CC=C3)Cl)C3=CC=CC=C3